FC=1C(=NC=CC1)OC1=CC=C(C#N)C=C1 4-((3-fluoropyridin-2-yl)oxy)benzonitrile